N-(4-methyl-3-(6-((1-methylpiperidin-4-yl)ethynyl)-5-morpholinopyridin-3-yl)phenyl)-2-(trifluoromethyl)isonicotinamide CC1=C(C=C(C=C1)NC(C1=CC(=NC=C1)C(F)(F)F)=O)C=1C=NC(=C(C1)N1CCOCC1)C#CC1CCN(CC1)C